(S)-3-(3-fluoro-4-(6-(2-ethyl-2H-tetrazol-5-yl)pyridin-3-yl)phenyl)-5-(1-hydroxy-2-fluoroethyl)oxazolidin-2-one phosphate P(=O)(O)(O)O.FC=1C=C(C=CC1C=1C=NC(=CC1)C=1N=NN(N1)CC)N1C(O[C@@H](C1)C(CF)O)=O